N-[(1S)-2-[4-(3,5-dimethyl-1H-pyrazol-4-yl)anilino]-2-oxo-1-spiro[2.5]octan-6-yl-ethyl]-2-ethyl-pyrazole-3-carboxamide CC1=NNC(=C1C1=CC=C(NC([C@H](C2CCC3(CC3)CC2)NC(=O)C=2N(N=CC2)CC)=O)C=C1)C